OC(C)C1=C2C=C(C(=NC2=CC(=C1)C)C#N)C1=CC=C(C=C1)OC 5-(1-hydroxyethyl)-3-(4-methoxyphenyl)-7-methylquinoline-2-carbonitrile